COC(CCC[C@@H](C)[C@H]1CC[C@H]2/C(/CCC[C@]12C)=C/C=C/1\C(CC[C@@H](C1)O[Si](C)(C)C(C)(C)C)=C)=O (R)-methyl-5-((1R,3aS,7aR,E)-4-((Z)-2-((S)-5-((tertbutyldimethylsilyl)oxy)-2-methylenecyclohexylidene)ethylidene)-7a-methyloctahydro-1H-inden-1-yl)hexanoate